C(C)(C)N(C(C(CC(=O)OCC)C)C)C(=O)OC ethyl 4-(isopropyl(methoxy carbonyl)amino)-3-methylpentanoate